2-cyclopropyl-4-(5-(p-toluenesulfonyloxy)pentyl)nicotinic acid tert-butyl ester C(C)(C)(C)OC(C1=C(N=CC=C1CCCCCOS(=O)(=O)C1=CC=C(C)C=C1)C1CC1)=O